N-(2-hydroxyethyl)-2-(4-(pyridin-2-yl)thiazol-2-ylamino)isonicotinamide OCCNC(C1=CC(=NC=C1)NC=1SC=C(N1)C1=NC=CC=C1)=O